4-(((3-(2,4-dioxa-9-azaspiro[5.5]undecan-3-yl)oxetan-3-yl)methyl)(3-fluoro-4-methoxybenzyl)amino)benzonitrile C1OC(OCC12CCNCC2)C2(COC2)CN(C2=CC=C(C#N)C=C2)CC2=CC(=C(C=C2)OC)F